FC=1C=C(C=CC1OC1=CC=NC2=CC(=C(C=C12)OC)OCCCN1CC(C1)(C)OC)NC(=O)C1=C2C(=CN(C1=O)C1=CC=C(C=C1)F)CCO2 N-[3-fluoro-4-({6-methoxy-7-[3-(3-methoxy-3-methylazetidin-1-yl)propoxy]quinolin-4-yl}oxy)phenyl]-5-(4-fluorophenyl)-6-oxo-2,3,5,6-tetrahydrofuro[3,2-c]pyridine-7-carboxamide